BrC=1C(=C(C=CC1N)C1=CC=C(C=C1)N)Br dibromo-[1,1'-biphenyl]-4,4'-diamine